ClC=1C(=CN2C=C(C=C2C1)C(=O)N1CC2=C(CC1C)NN=C2C=2N=CSC2)F 7-chloro-6-fluoro-2-[6-methyl-3-(1,3-thiazol-4-yl)-1H,4H,5H,6H,7H-pyrazolo[4,3-c]pyridine-5-carbonyl]indolizine